IC1=C(OCCCSCC=2NC(NC2)=O)C=CC=C1 4-[(2-iodophenoxypropylthio)methyl]1,3-dihydroimidazol-2-one